Lithium hydroxide monohydrate O.[OH-].[Li+]